4-methyl-6-(5-methyl-4-(((3s,5r)-3-methyl-5-(4-methyl-1-oxo-1,3-dihydroisobenzofuran-5-yl)piperazin-1-yl)methyl)-1H-1,2,3-triazol-1-yl)pyridine-3-carbonitrile CC1=C(C=NC(=C1)N1N=NC(=C1C)CN1C[C@@H](N[C@@H](C1)C=1C(=C2COC(C2=CC1)=O)C)C)C#N